6-(1-cyanospiro[2.2]pentan-1-yl)imidazo[1,2-a]pyrimidine-2-carboxylic acid C(#N)C1(CC12CC2)C=2C=NC=1N(C2)C=C(N1)C(=O)O